vinyl-2-ethylhexanoate (vinyl 2-ethylhexanoate) C(=C)C(C(=O)O)(CCCC)CC.C(=C)OC(C(CCCC)CC)=O